C1(=C(C=CC=C1)C1=C(C(=NC=C1)CCC)C1=C(C=CC=C1)C1=CC=CC=C1)C1=CC=CC=C1.[Pt+2] Platinum (II) {[bis(biphenylyl)pyridinyl]propane}